1-(3-fluoro-2-methyl-4-nitrophenyl)-4-methylpiperazine FC=1C(=C(C=CC1[N+](=O)[O-])N1CCN(CC1)C)C